NCC#CC(=O)N1CC2=C([C@@H](C1)C1=C(C=CC=C1)C=1C(=NN(C1)CC)C(F)(F)F)C=C(S2)C#N (S)-6-(4-Aminobut-2-ynoyl)-4-(2-(1-ethyl-3-(trifluoromethyl)-1H-pyrazol-4-yl)phenyl)-4,5,6,7-tetrahydrothieno[2,3-c]pyridine-2-carbonitrile